N(=[N+]=[N-])[C] azidocarbon